CC1=C(C=C2/C(/C(NC2=C1)=O)=C/C1=CN=C(N1)C)C1=C(C2=C(OCCN2)N=C1)C (Z)-6-methyl-3-((2-methyl-1H-imidazol-5-yl)methylene)-5-(8-methyl-2,3-dihydro-1H-pyrido[2,3-b][1,4]oxazin-7-yl)indolin-2-one